3-oxopropyl-8-methyl-3,5-dihydro-4H-pyrimido[5,4-b]indol-4-one O=CCCC=1NC(C=2NC=3C=CC(=CC3C2N1)C)=O